8a-Ethyl-2-(2-(((3R,4S)-3-fluoro-1-(methylsulfonyl)piperidin-4-yl)amino)-5-(trifluoromethyl)pyrimidin-4-yl)-7-(methylamino)-6,7,8,8a-tetrahydro-4H-thieno[2,3-a]pyrrolizin-4-one C(C)C12CC(CN2C(C2=C1SC(=C2)C2=NC(=NC=C2C(F)(F)F)N[C@@H]2[C@@H](CN(CC2)S(=O)(=O)C)F)=O)NC